FC1=C(SC(=C1)N1CC2N(CC1)CCC2)C(=O)NC=2C=C(C=1N(C2)C=C(N1)C)F 3-fluoro-N-[8-fluoro-2-methylimidazo[1,2-a]pyridin-6-yl]-5-[hexahydro-1H-pyrrolo[1,2-a]pyrazin-2-yl]thiophene-2-carboxamide